6-methoxy-6'-(4-(methoxycarbonyl)phenyl)-3',6'-dihydro-[2,4'-bipyridine]-1(2H)-carboxylic acid benzyl ester C(C1=CC=CC=C1)OC(=O)N1C(C=CC=C1OC)C=1CC=NC(C1)C1=CC=C(C=C1)C(=O)OC